[N+](=[N-])=CC(F)(F)F 2-diazo-1,1,1-trifluoroethane